(2R,3R,4S,5S)-2-(4-Amino-7H-pyrrolo[2,3-d]pyrimidin-7-yl)-5-((((3-phenylisothiazol-4-yl)methyl)thio)methyl)tetrahydrofuran-3,4-diol NC=1C2=C(N=CN1)N(C=C2)[C@@H]2O[C@@H]([C@H]([C@H]2O)O)CSCC=2C(=NSC2)C2=CC=CC=C2